(S)-5-(4-fluoro-2-methoxyphenyl)-1-(1-(6-ethoxy-5-methoxypyridin-2-yl)-2-(methylsulfonyl)ethyl)-1H-benzo[d]imidazol-2(3H)-one FC1=CC(=C(C=C1)C1=CC2=C(N(C(N2)=O)[C@H](CS(=O)(=O)C)C2=NC(=C(C=C2)OC)OCC)C=C1)OC